tridodecyl-benzenesulfonic acid C(CCCCCCCCCCC)C1=C(C(=C(C=C1)S(=O)(=O)O)CCCCCCCCCCCC)CCCCCCCCCCCC